4-amino-N-(4-((methylthio)methyl)phenyl)-1-(pent-3-yl)-1H-pyrazolo[3,4-d]pyrimidine-3-carboxamide NC1=C2C(=NC=N1)N(N=C2C(=O)NC2=CC=C(C=C2)CSC)C(CC)CC